OC(COC(=O)C=1C=C2C(=CC=NC2=CC1OC)OC1=CC=C(C=C1)NC(=O)C1(CC1)C(=O)NC1=CC=C(C=C1)F)CO 1-N-[4-[6-(2,3-dihydroxypropyloxycarbonyl)-7-methoxyquinolin-4-yl]oxyphenyl]-1-N'-(4-fluorophenyl)cyclopropane-1,1-dicarboxamide